4-bromo-5-(cyclopropylmethyl)-1-methyl-1H-pyrazole BrC=1C=NN(C1CC1CC1)C